2-[[2-[(2R)-2-[tert-butyl(dimethyl)silyl]oxypropoxy]-4,6-difluoro-phenyl]methyl]-N,N-diethyl-thiophene-3-carboxamide [Si](C)(C)(C(C)(C)C)O[C@@H](COC1=C(C(=CC(=C1)F)F)CC=1SC=CC1C(=O)N(CC)CC)C